methyl-1-(4-methylbenzoyl)-2-amino-1-butanone CC(C(=O)C(C1=CC=C(C=C1)C)=O)(CC)N